4-(4-dimethylaminobutyl)[1,3]-dioxolane CN(CCCCC1OCOC1)C